C(C1=CC=CC=C1)N1CC(N2C1=C(C(=CC2=O)CN2CCCC1=CC=CC=C21)C2=CC(=CC=C2)C(F)(F)F)C(=O)OC Methyl 1-benzyl-7-((3,4-dihydroquinolin-1(2H)-yl) methyl)-5-oxo-8-(3-(trifluoromethyl) phenyl)-1,2,3,5-tetrahydroimidazo[1,2-a]pyridine-3-carboxylate